N-Allylindol C(C=C)N1C=CC2=CC=CC=C12